6-(4-fluoro-2-methyl-1H-indol-5-yl)-8-(4-fluoropiperidine-1-carbonyl)-2-methoxy-1,6-naphthyridin-5(6H)-one FC1=C2C=C(NC2=CC=C1N1C(C=2C=CC(=NC2C(=C1)C(=O)N1CCC(CC1)F)OC)=O)C